(3-((5-(3-chlorophenyl)-7-((2-(trimethylsilyl)ethoxy)methyl)-7H-pyrrolo[2,3-d]pyrimidin-4-yl)amino)-2-methylpropyl)acetamide ClC=1C=C(C=CC1)C1=CN(C=2N=CN=C(C21)NCC(CCC(=O)N)C)COCC[Si](C)(C)C